3-(5-(4-(1-((R)-3-(4-amino-3-(4-phenoxyphenyl)-1H-pyrazolo[3,4-d]pyrimidin-1-yl)-[1,4'-bipiperidine]-1'-carbonyl)azetidin-3-yl)piperazin-1-yl)-1-oxoisoindolin-2-yl)piperidine-2,6-dione NC1=C2C(=NC=N1)N(N=C2C2=CC=C(C=C2)OC2=CC=CC=C2)[C@H]2CN(CCC2)C2CCN(CC2)C(=O)N2CC(C2)N2CCN(CC2)C=2C=C1CN(C(C1=CC2)=O)C2C(NC(CC2)=O)=O